C(C=C)N1C(C(N(C(C1COCC=C)=O)CC=C)COCC=C)=O 1,4-diallyl-3,6-bis(allyloxymethyl)piperazine-2,5-dione